Chloro(phenyl)trifluoromethyliodane ClI(C(F)(F)F)C1=CC=CC=C1